C(CCC)C1C(=NN(C1(C(=O)NCC1=CC(=C(C=C1)Cl)Cl)C)C1=CC=CC=C1)C1=CC=C(C=C1)F 4-Butyl-N-(3,4-dichlorobenzyl)-3-(4-fluorophenyl)-5-methyl-1-phenyl-4,5-dihydro-1H-pyrazole-5-carboxamide